7-{3-[(1-ethoxybutan-2-yl)carbamoyl]azetidin-1-yl}-5-methyl-4-oxo-1-(1,3-thiazol-2-yl)-1,4-dihydro-1,8-naphthyridine-3-carboxylic acid C(C)OCC(CC)NC(=O)C1CN(C1)C1=CC(=C2C(C(=CN(C2=N1)C=1SC=CN1)C(=O)O)=O)C